BrC1=C(C=C(C=C1CC)C)CC 2-bromo-1,3-diethyl-5-methylbenzene